tert-Butyl 4-[3-bromo-2-(prop-1-yn-1-yl)anilino]piperidine-1-carboxylate Sodium triacetoxyborohydride C(C)(=O)O[BH-](OC(C)=O)OC(C)=O.[Na+].BrC=1C(=C(NC2CCN(CC2)C(=O)OC(C)(C)C)C=CC1)C#CC